N-((1S)-1-(5-((4,5-dichloro-2,3-dihydro-1H-inden-2-yl)amino)pyridin-2-yl)-2,2,2-trifluoroethyl)-N-methylthietane-3-carboxamide 1,1-dioxide ClC1=C2CC(CC2=CC=C1Cl)NC=1C=CC(=NC1)[C@@H](C(F)(F)F)N(C(=O)C1CS(C1)(=O)=O)C